N-(2-(4,4-difluoropiperidin-1-yl)-6-methoxy-7-(3-(pyrrolidin-1-yl)prop-1-yn-1-yl)quinazolin-4-yl)-5-methylthiazol-2-amine FC1(CCN(CC1)C1=NC2=CC(=C(C=C2C(=N1)NC=1SC(=CN1)C)OC)C#CCN1CCCC1)F